12-acetamidododecanoic acid C(C)(=O)NCCCCCCCCCCCC(=O)O